BrC=1C(=C(C=O)C=CC1OC)F 3-Bromo-2-fluoro-4-methoxybenzaldehyde